ClC1=CC2=C(N=CNC2=O)N1C1=CC=C(C=C1)[C@@H]1N(CCO[C@H]1C)C(=O)OC(C)(C)C tert-Butyl (2S,3S)-3-(4-(6-chloro-4-oxo-3,4-dihydro-7H-pyrrolo[2,3-d]pyrimidin-7-yl)phenyl)-2-methylmorpholine-4-carboxylate